6-[5-(7-Methylspiro[2H-benzofuran-3,1'-cyclopropan]-4-yl)oxypyrazin-2-yl]-4,6-diazaspiro[2.4]heptan-5,7-dion CC1=CC=C(C2=C1OCC21CC1)OC=1N=CC(=NC1)N1C(NC2(CC2)C1=O)=O